C(C)(C)(C)OC(=O)N1C[C@H]2N(C3=C(C(N(C=4C(=C(C(=CC34)Cl)Br)F)C=3C(=NC=NC3C(C)C)C(C)C)=O)NC2=O)CC1 (R)-10-bromo-11-chloro-8-(4,6-diisopropylpyrimidin-5-yl)-9-fluoro-5,7-dioxo-1,2,4,4a,5,6,7,8-octahydro-3H-pyrazino[1',2':4,5]pyrazino[2,3-c]quinoline-3-carboxylic acid tert-butyl ester